O1S(CN=C1)(=O)=O 3H-1,2,4-oxathiazole-2,2-dioxide